methylcyclohexane-2,6-diamine CC1C(CCCC1N)N